BrCC12CN(C(CC1)C2)C(=O)OC(C)(C)C tert-butyl 4-(bromomethyl)-2-azabicyclo[2.2.1]heptane-2-carboxylate